CC1=C(C=C(C(=O)NCC=2C=NC=CC2)C=C1)NS(=O)(=O)C1=CC(=CC=C1)C(F)(F)F 4-methyl-N-(pyridin-3-ylmethyl)-3-((3-(trifluoromethyl)phenyl)sulfonamido)benzamide